2-(3-fluorophenyl)-N-(4-(2-nitrophenyl)pyridin-2-yl)acetamide FC=1C=C(C=CC1)CC(=O)NC1=NC=CC(=C1)C1=C(C=CC=C1)[N+](=O)[O-]